(1r,4r)-N1-(6-(6-amino-2-methylpyridin-3-yl)-8-ethylquinazolin-2-yl)-N4,N4-dimethylcyclohexane-1,4-diamine NC1=CC=C(C(=N1)C)C=1C=C2C=NC(=NC2=C(C1)CC)NC1CCC(CC1)N(C)C